7,8-dichloro-10-((2-methoxyethyl)amino)-1,6-dimethyl-3,4,5,6-tetrahydroazepino[4,5-b]indol-2(1H)-one ClC1=C(C=C(C=2C3=C(N(C12)C)CCNC(C3C)=O)NCCOC)Cl